3,3-bis(4-hydroxyphenyl)-3H-isobenzofuranone OC1=CC=C(C=C1)C1(OC(C2=CC=CC=C12)=O)C1=CC=C(C=C1)O